FC=1C(=C2C=NN(C2=CC1)C)N1CCC(CC1)C1=CC=2C(=NC(=CN2)C)N(C1=O)CC1=NC=CC=C1C(F)(F)F 7-(1-(5-Fluoro-1-methyl-1H-indazol-4-yl)piperidin-4-yl)-3-methyl-5-((3-(trifluoromethyl)pyridin-2-yl)methyl)pyrido[2,3-b]pyrazin-6(5H)-one